ClC1=CC(=C2C(C(=CN(C2=N1)C=1SC=C(N1)C1=NC=CC=C1)C(=O)OCC)=O)C ethyl 7-chloro-5-methyl-4-oxo-1-[4-(pyridin-2-yl)-1,3-thiazol-2-yl]-1,4-dihydro-1,8-naphthyridine-3-carboxylate